C1(=CC(=CC=C1)N\C(\C1=CC=CC=C1)=N\OC(C1=CC=C(C=C1)C(F)(F)F)=O)C (E)-N-(m-tolyl)-N'-((4-(trifluoromethyl)benzoyl)oxy)benzimidamide